FN1C2(CC(C3=CC=CC=C13)=O)CCN(CC2)C(=O)N fluoro-4'-oxo-3',4'-dihydro-1'h-spiro[piperidine-4,2'-quinoline]-1-carboxamide